C(Cl)Cl methylene chlorid